2-(3-(tert-butyl)phenyl)-N-((2-(2,6-dioxopiperidin-3-yl)-1-oxoisoindolin-5-yl)methyl)-2-oxoacetamide C(C)(C)(C)C=1C=C(C=CC1)C(C(=O)NCC=1C=C2CN(C(C2=CC1)=O)C1C(NC(CC1)=O)=O)=O